2-amino-3-(oxetan-3-yl)propionic acid methyl ester COC(C(CC1COC1)N)=O